C(#N)C1=CC=C(CN(CC(=O)OC(C)(C)C)CCF)C=C1 tert-butyl 2-((4-cyanobenzyl)(2-fluoroethyl)amino)acetate